ClC=1C=C(C=CC1Cl)C1=CC=C(O1)C[C@@H](C)NC(=O)C1=CC(=NN1)C (R)-N-(1-(5-(3,4-dichlorophenyl)furan-2-yl)propan-2-yl)-3-methyl-1H-pyrazole-5-carboxamide